Bis-(3-sulfopropyl)disulfide, disodium salt [Na+].[Na+].S(=O)(=O)([O-])CCCSSCCCS(=O)(=O)[O-]